2-cyclohexylquinazolin-4(3H)-one C1(CCCCC1)C1=NC2=CC=CC=C2C(N1)=O